N-((S)-1-(((S)-1-(benzo[d]thiazol-2-yl)-1-oxo-3-((S)-2-oxopyrrolidin-3-yl)propan-2-yl)amino)-3-cyclopentyl-1-oxopropan-2-yl)-4-methoxy-1H-indole-2-carboxamide S1C(=NC2=C1C=CC=C2)C([C@H](C[C@H]2C(NCC2)=O)NC([C@H](CC2CCCC2)NC(=O)C=2NC1=CC=CC(=C1C2)OC)=O)=O